4-chloro-3-(trifluoromethyl)phenylurea ClC1=C(C=C(C=C1)NC(=O)N)C(F)(F)F